2-chloro-6-cyclopentyloxynicotinic acid ethyl ester C(C)OC(C1=C(N=C(C=C1)OC1CCCC1)Cl)=O